ethyl 2-(1-(cyclopropylmethyl)-7-(1-((1R,4R)-4-hydroxycyclohexane-1-carbonyl)azetidin-3-yl)-1H-indol-2-yl)-3-methylpyrazolo[1,5-a]pyridine-6-carboxylate C1(CC1)CN1C(=CC2=CC=CC(=C12)C1CN(C1)C(=O)C1CCC(CC1)O)C1=NN2C(C=CC(=C2)C(=O)OCC)=C1C